2-ethyl 8-(2-methoxyethyl) (1s,2s,5r)-3-((6-(piperidin-4-yloxy) pyridin-3-yl) sulfonyl)-3,8-diazabicyclo[3.2.1]octane-2,8-dicarboxylate N1CCC(CC1)OC1=CC=C(C=N1)S(=O)(=O)N1[C@@H]([C@@H]2CC[C@H](C1)N2C(=O)OCCOC)C(=O)OCC